tert-butyl (S)-4-(7-benzyl-2-(methylthio)-5,6,7,8-tetrahydropyrido[3,4-d]pyrimidin-4-yl)-2-(cyanomethyl)piperazine-1-carboxylate C(C1=CC=CC=C1)N1CC=2N=C(N=C(C2CC1)N1C[C@@H](N(CC1)C(=O)OC(C)(C)C)CC#N)SC